(4S,4aR,5S,5aR,6S,12aR)-4-(dimethylamino)-1,5,6,10,11,12a-hexahydroxy-6-methyl-3,12-dioxo-3,4,4a,5,5a,6,12,12a-octahydrotetracene-2-carboxamide CN([C@@H]1C(C(=C([C@]2(C(C3=C(C4=C(C=CC=C4[C@@]([C@H]3[C@@H]([C@@H]12)O)(C)O)O)O)=O)O)O)C(=O)N)=O)C